1-(1-(2-(4-(trifluoromethyl)phenyl)acetyl)piperidin-4-yl)-1H-indazol FC(C1=CC=C(C=C1)CC(=O)N1CCC(CC1)N1N=CC2=CC=CC=C12)(F)F